4-bromo-6-methoxy-N,N-dimethylpyrazolo[1,5-a]pyridine-3-carboxamide BrC=1C=2N(C=C(C1)OC)N=CC2C(=O)N(C)C